FC1=CC(=C(CON=C2CCCCC2)C=C1)C#C[Si](C(C)C)(C(C)C)C(C)C Cyclohexanone O-(4-fluoro-2-((triisopropylsilyl)ethynyl)benzyl) oxime